FC1=CC(=CC2=CN(N=C12)C)C=1SC=2N=C(SC2N1)C1CCNCC1 7-Fluoro-2-methyl-5-[5-(piperidin-4-yl)[1,3]thiazolo[5,4-d][1,3]thiazol-2-yl]-2H-indazol